1-[2-({4-[7-(aminocarbonyl)-2H-indazol-2-yl]benzyl}ammonio)ethyl]piperidinium NC(=O)C1=CC=CC2=CN(N=C12)C1=CC=C(C[NH2+]CC[NH+]2CCCCC2)C=C1